(R)-4-(3H-[1,2,3]triazolo[4,5-b]pyridin-3-yl)-2-methoxy-N-(8-methylisoquinolin-1-yl)-N-(piperidin-3-yl)benzamide N1=NN(C2=NC=CC=C21)C2=CC(=C(C(=O)N([C@H]1CNCCC1)C1=NC=CC3=CC=CC(=C13)C)C=C2)OC